C[Sn](N(C)C)(N(C)C)C dimethyl-bis(dimethylamino)tin